1,3,5-trihydroxyphenol OC1(CC(=CC(=C1)O)O)O